9-(2-(4,6-diphenyl-1,3,5-triazin-2-yl)phenyl)-3,6-diphenyl-9H-carbazole C1(=CC=CC=C1)C1=NC(=NC(=N1)C1=CC=CC=C1)C1=C(C=CC=C1)N1C2=CC=C(C=C2C=2C=C(C=CC12)C1=CC=CC=C1)C1=CC=CC=C1